N-[cis-4-(6-amino-2-chloro-9H-purin-9-yl)cyclohexyl]-3-methoxybenzamide NC1=C2N=CN(C2=NC(=N1)Cl)[C@H]1CC[C@H](CC1)NC(C1=CC(=CC=C1)OC)=O